C(C)(C)(C)OC(=O)N1CC(C(CC1)O)CO 4-hydroxy-3-(hydroxymethyl)piperidine-1-carboxylic acid tert-butyl ester